C1(=CC=C(C=C1)C=1C=C(C(C(=O)O)=CC1)C(=O)O)C=1C=C(C(C(=O)O)=CC1)C(=O)O 4,4'-(1,4-phenylene)bis(phthalic acid)